9-(4-(1-isopropyl-1H-pyrazol-5-yl)benzyl)-2-(2-isopropylphenyl)-7-methyl-7,9-dihydro-8H-purin-8-one C(C)(C)N1N=CC=C1C1=CC=C(CN2C3=NC(=NC=C3N(C2=O)C)C2=C(C=CC=C2)C(C)C)C=C1